C(C)(=O)N1CC(C1)(C(=O)N(C1=CC(=CC=C1)F)CC1=NC=C(C=C1)C=1OC(=NN1)C(F)F)F 1-acetyl-N-((5-(5-(difluoromethyl)-1,3,4-oxadiazol-2-yl)pyridin-2-yl)methyl)-3-fluoro-N-(3-fluorophenyl)azetidine-3-carboxamide